C(CCC)(=O)OCC(CC)C 2-METHYLBUTYL BUTANOATE